OC(CCC[C@@H](C)[C@H]1CC[C@H]2[C@@H]3CC[C@H]4[C@H]([C@H](CC[C@]4(C)[C@H]3CC[C@]12C)O)O)C1=CC=CC=C1 24-(hydroxyphenylmethyl)-5α-cholane-3β,4β-diol